FC(C(=O)N(C=1C=CC=2N(C1)C(=CN2)[N+](=O)[O-])C)(F)F 2,2,2-trifluoro-N-methyl-N-(3-nitroimidazo[1,2-a]pyridin-6-yl)acetamide